ClC1=NC(=C2C(=N1)N(N=C2)[C@H]2[C@@H]([C@@H]([C@H](O2)COC(COCC)(COCC)P(O)(O)=O)O)O)NC2CCCC2 |r| rac-(2-(((2R,3S,4R,5R)-5-(6-chloro-4-(cyclopentylamino)-1H-pyrazolo[3,4-d]pyrimidin-1-yl)-3,4-dihydroxytetrahydrofuran-2-yl)methoxy)-1,3-diethoxypropan-2-yl)phosphonic acid